CN1N=CC2=CC(=CC=C12)C=1N=C(NC1C1=NC(=CC=C1)C)NCC1=C(C(=C(C=C1)F)F)F 4-(1-methyl-1H-indazol-5-yl)-5-(6-methylpyridin-2-yl)-N-(2,3,4-trifluoro-benzyl)-1H-imidazol-2-amine